3-[4-[(3S)-4-(2-amino-6-methyl-pyrimidin-4-yl)-1,4-oxazepan-3-yl]-3-chloro-anilino]azetidine-1-carboxylic acid tert-butyl ester C(C)(C)(C)OC(=O)N1CC(C1)NC1=CC(=C(C=C1)[C@H]1COCCCN1C1=NC(=NC(=C1)C)N)Cl